3-(2-methylphenoxy)propane-1,2-diol CC1=C(OCC(CO)O)C=CC=C1